(S)-tetrahydrofuran-3-yl-4-methylbenzenesulfonate O1C[C@H](CC1)OS(=O)(=O)C1=CC=C(C=C1)C